rac-1-((7-hydroxy-1,4-dioxaspiro[4.5]decan-7-yl)methyl)-1H-benzo[d]imidazole-6-carbonitrile O[C@]1(CC2(OCCO2)CCC1)CN1C=NC2=C1C=C(C=C2)C#N |r|